n-butyldi-1-norbornanylphosphine palladium diacetate C(C)(=O)[O-].C(C)(=O)[O-].[Pd+2].C(CCC)P(C12CCC(CC1)C2)C21CCC(CC2)C1